C(C)(C)C=1C(=NNC1C=1C=C(C=2N(C1)C=CN2)OC)C=2SC(=CN2)C2CCN(CC2)C(C)C 2-(4-isopropyl-5-(8-methoxyimidazo[1,2-a]pyridin-6-yl)-1H-pyrazol-3-yl)-5-(1-isopropylpiperidin-4-yl)thiazole